[Ir].[Ag] silver-iridium